2-acrylamido-2-methylpropanephosphonic acid C(C=C)(=O)NC(CP(O)(=O)O)(C)C